(1-methyl-5-((2-morpholinoethyl)carbamoyl)-1H-pyrrol-3-yl)nicotinamide CN1C=C(C=C1C(NCCN1CCOCC1)=O)C1=C(C(=O)N)C=CC=N1